ClC(C)(CCl)O 2,3-dichloro-2-propanol